tert-Butyl (3-bromo-2-phenylpyrazolo[1,5-a]pyridin-6-yl)carbamate BrC=1C(=NN2C1C=CC(=C2)NC(OC(C)(C)C)=O)C2=CC=CC=C2